FC(OC=1C=C(C=CC1)CC#N)(F)F 3-trifluoromethoxybenzeneacetonitrile